γ-aminopropylmethyl-dimethoxysilane tert-butyl-(1-(7-bromothieno[3,2-d]pyrimidin-4-yl)piperidin-4-yl)carbamate C(C)(C)(C)N(C(O)=O)C1CCN(CC1)C=1C2=C(N=CN1)C(=CS2)Br.NCCC[Si](OC)(OC)C